tert-Butyl (1S,4S)-5-[4-[3-chloro-2-fluoro-4-(trifluoromethoxy)anilino]pyrimido[5,4-d]pyrimidin-6-yl]-2,5-diazabicyclo[2.2.1]heptane-2-carboxylate ClC=1C(=C(NC=2C3=C(N=CN2)C=NC(=N3)N3[C@@H]2CN([C@H](C3)C2)C(=O)OC(C)(C)C)C=CC1OC(F)(F)F)F